1,7-dibenzyl-N-((1R,4S)-4-methylcyclohexyl)-1,2,3,3a,7,7a-hexahydro-6H-3,6-methanopyrrolo[3,2-c]pyridine-6-carboxamide C(C1=CC=CC=C1)N1CC2C3C=NC(C(C31)CC3=CC=CC=C3)(C2)C(=O)NC2CCC(CC2)C